BrC1=C(C=C(CN2N=CC=3C2=NC(=NC3N(C(OC(C)(C)C)=O)C(=O)OC(C)(C)C)Cl)C=C1)[N+](=O)[O-] tert-butyl (1-(4-bromo-3-nitrobenzyl)-6-chloro-1H-pyrazolo[3,4-d]pyrimidin-4-yl)(tert-butoxycarbonyl)carbamate